4-chloro-3-(2,4-dioxo-1,3-diaza-hexane-1-yl)benzoic acid ClC1=C(C=C(C(=O)O)C=C1)NC(NC(CC)=O)=O